C1(CCCC1)C(=O)N1CCN(CC1)C=1C=C(C=CC1)NC1=NC=C(C(=N1)N1C=C(C2=CC=CC=C12)C(=O)N)F 1-{2-[3-(4-cyclopentanecarbonyl-piperazin-1-yl)-phenylamino]-5-fluoro-pyrimidin-4-yl}-1H-indole-3-carboxylic acid amide